O=C1NC(CCC1N1C(C2=CC=CC(=C2C1)OCCCCCCN1CCC(CC1)C1=CC=C(C(=O)N2CCC(CC2)CCCCNC(\C=C\C=2C=NC=CC2)=O)C=C1)=O)=O (E)-N-(4-(1-(4-(1-(6-((2-(2,6-dioxopiperidin-3-yl)-1-oxoisoindolin-4-yl)oxy)hexyl)piperidin-4-yl)benzoyl)piperidin-4-yl)butyl)-3-(pyridin-3-yl)acrylamide